FC1(CC(CC(C1)N1C(=NC2=C1C=C(C=C2)C2=NN(C=N2)COCC[Si](C)(C)C)C2=C(C=CC=C2)OCCO)NC(OC(C)(C)C)=O)F tert-butyl (3,3-difluoro-5-(2-(2-(2-hydroxyethoxy)phenyl)-6-(1-((2-(trimethylsilyl)ethoxy)methyl)-1H-1,2,4-triazol-3-yl)-1H-benzo[d]imidazol-1-yl)cyclohexyl)carbamate